C(#N)C1=CC(=C(OCC2=CC=CC=N2)C=C1)F 6-((4-cyano-2-fluorophenoxy)methyl)-pyridine